FC1(CCN(CC1)C(=O)C1=C(C=C(C=C1)C1=NNC(=C1)C(C)C)C1=NN(C=C1)C(C)C)F (4,4-difluoro-1-piperidyl)-[2-(1-isopropylpyrazol-3-yl)-4-(5-isopropyl-1H-pyrazol-3-yl)phenyl]methanone